(M)-1-(4-bromo-2-methoxy-5-methylphenyl)-2-oxo-1,2-dihydroquinoline-6-sulfonic acid perfluorophenyl ester FC1=C(C(=C(C(=C1F)F)F)F)OS(=O)(=O)C=1C=C2C=CC(N(C2=CC1)C1=C(C=C(C(=C1)C)Br)OC)=O